BrC1=CC(=C(C(=O)O)C=C1)NC(C)C(=O)O 4-bromo-2-(1-carboxyethylamino)benzoic acid